FC(C=1C(=C(C=CC1)[C@@H](C)N[S@@](=O)C(C)(C)C)F)(C1CN(C1)C(C)C)F (S)-N-((R)-1-(3-(difluoro(1-isopropylazetidin-3-yl)methyl)-2-fluorophenyl)ethyl)-2-methylpropane-2-sulfinamide